(R)-3-(4-amino-3-(7-(thiophene-2-carboxamido)benzo[d][1,3]dioxol-4-yl)-1H-pyrazolo[3,4-d]pyrimidin-1-yl)piperidine-1-carboxylic acid tert-butyl ester C(C)(C)(C)OC(=O)N1C[C@@H](CCC1)N1N=C(C=2C1=NC=NC2N)C2=CC=C(C=1OCOC12)NC(=O)C=1SC=CC1